(2,2-dimethylcyclopropyl)methoxyl-6-(3-fluoro-5-isobutoxy-phenyl)pyridine-3-carboxamide CC1(C(C1)COC1=NC(=CC=C1C(=O)N)C1=CC(=CC(=C1)OCC(C)C)F)C